1-{[6-(4-fluorophenoxy)-1-methyl-3,4-dihydronaphthalen-2-yl]methyl}azetidine-3-carboxylate FC1=CC=C(OC=2C=C3CCC(=C(C3=CC2)C)CN2CC(C2)C(=O)[O-])C=C1